BrC1=NC=C(C(=C1)C(C1=CN=C2N1C=CN=C2N(C(OC(C)(C)C)=O)C(=O)OC(C)(C)C)O)N2C[C@@H](CCC2)NC(=O)OC(C)(C)C tert-butyl (3-((2-bromo-5-((R)-3-((tert-butoxycarbonyl)amino)piperidin-1-yl)pyridin-4-yl)(hydroxy)methyl)imidazo[1,2-a]pyrazin-8-yl)(tert-butoxycarbonyl)carbamate